di-Ethylene glycol C(COCCO)O